C(C)(=O)OC1=CC2=C(N=C(OC2=O)C2=CC(=CC=C2)Br)C=C1 2-(3-bromophenyl)-4-oxo-4H-benzo[d][1,3]oxazin-6-yl acetate